N12C[C@H](C(CC1)CC2)OC(N[C@@H]2C(CC1=CC(=CC=C21)C2=CC(=C(C=C2)OC(C)C)F)(C)C)=O (S)-quinuclidin-3-yl((R)-5-(3-fluoro-4-isopropoxyphenyl)-2,2-dimethyl-2,3-dihydro-1H-inden-1-yl)carbamate